ethyl 5-(6-chloro-5-methoxy-3-(1H-pyrazol-4-yl)-1H-indol-2-yl)-4H-1,2,4-triazole-3-carboxylate ClC1=C(C=C2C(=C(NC2=C1)C=1NC(=NN1)C(=O)OCC)C=1C=NNC1)OC